C(C)(C)(C)OC(=O)N1[C@H]2CN([C@@H](C1)C2)C2=C(C=C(C=C2)F)NC(=O)C2=[N+](C(=CC=C2)C2=C(C=CC=C2OC)F)[O-] 2-((2-((1R,4R)-5-(tert-butoxycarbonyl)-2,5-diazabicyclo[2.2.1]heptan-2-yl)-5-fluorophenyl)carbamoyl)-6-(2-fluoro-6-methoxyphenyl)pyridine 1-oxide